6-methoxy-N-[(1s,4s)-4-{[2-(difluoromethyl)imidazo[1,2-a]pyridin-5-yl]amino}cyclohexyl]pyridine-3-carboxamide COC1=CC=C(C=N1)C(=O)NC1CCC(CC1)NC1=CC=CC=2N1C=C(N2)C(F)F